C(C)(C)(C)OC(=O)N[C@H](C(=O)O)C1=CC=C(C=C1)Cl (S)-2-((tert-butoxycarbonyl)amino)-2-(4-chlorophenyl)acetic acid